(1R,3S,5R)-tert-Butyl 5-((1,3,4-oxadiazol-2-yl)methyl)-3-((6-bromo-3-methylpyridin-2-yl)carbamoyl)-2-azabicyclo[3.1.0]hexane-2-carboxylate O1C(=NN=C1)C[C@]12C[C@H](N([C@@H]2C1)C(=O)OC(C)(C)C)C(NC1=NC(=CC=C1C)Br)=O